4-{[1-(5-Chloro-2-methoxy-benzenesulfonyl)-1H-indole-6-carbonyl]-amino}-benzoic acid ClC=1C=CC(=C(C1)S(=O)(=O)N1C=CC2=CC=C(C=C12)C(=O)NC1=CC=C(C(=O)O)C=C1)OC